CC=1N=NC=C(C1[C@@H](C)OC=1C=C2C(=NNC2=CC1)C1=CC(=NC(=C1)OC)C#N)C (R)-4-(5-(1-(3,5-dimethyl-pyridazin-4-yl)ethoxy)-1H-indazol-3-yl)-6-methoxy-picolinonitrile